1-(2-hydroxyethyl)-1H-indole-6-carboxylic acid OCCN1C=CC2=CC=C(C=C12)C(=O)O